C(C1=CC=CC=C1)OC1=CC(=NC(=C1)F)S(=O)(=O)CCC(=O)OCC(CCCC)CC 2-ethylhexyl 3-[(4-benzyloxy-6-fluoro-2-pyridyl)sulfonyl]propanoate